6-methoxy-N-(4-(piperazin-1-yl)phenyl)-4-trifluoromethylquinolin-2-amine COC=1C=C2C(=CC(=NC2=CC1)NC1=CC=C(C=C1)N1CCNCC1)C(F)(F)F